γ-(2-ureidoethyl)aminopropyltrimethoxysilane N(C(=O)N)CCNCCC[Si](OC)(OC)OC